N-(2-((1S,4S)-2-oxa-5-azabicyclo[2.2.1]heptane-5-yl)-5-((6-((R)-3-(2,3-dichlorophenyl)isoxazolidine-2-yl)pyrimidine-4-yl)amino)-4-methoxyphenyl)acrylamide [C@@H]12OC[C@@H](N(C1)C1=C(C=C(C(=C1)OC)NC1=NC=NC(=C1)N1OCC[C@@H]1C1=C(C(=CC=C1)Cl)Cl)NC(C=C)=O)C2